bis(2,6-dichlorobenzoyl)decyl-phosphine oxide ClC1=C(C(=O)P(CCCCCCCCCC)(C(C2=C(C=CC=C2Cl)Cl)=O)=O)C(=CC=C1)Cl